(R)-4-(difluoromethyl)-5-fluoro-N-(8-fluoro-6-oxo-1,4,5,6-tetrahydro-2H-pyrano[3,4-c]isoquinolin-1-yl)-N-methyl-1H-indole-2-carboxamide FC(C1=C2C=C(NC2=CC=C1F)C(=O)N(C)[C@H]1COCC=2NC(C=3C=C(C=CC3C21)F)=O)F